N1CCC(CC1)OC1CCN(CC1)CC(=O)OC(C)(C)C tert-butyl 2-[4-(4-piperidyloxy)-1-piperidyl]acetate